(4R)-4-[3-Oxo-3-[7-[[6-(trifluoromethyl)-3-pyridyl]methyl]-2-azaspiro[3.5]nonan-2-yl]propyl]oxazolidin-2-one O=C(CC[C@H]1NC(OC1)=O)N1CC2(C1)CCC(CC2)CC=2C=NC(=CC2)C(F)(F)F